diethyl-pentanediol C(C)C(C(O)(O)CC)CCC